1-(2,4,6-trichlorophenyl)propan-2-one O-methyloxime CON=C(CC1=C(C=C(C=C1Cl)Cl)Cl)C